1-(3-ethyl-1-azabicyclo[2.2.2]oct-3-yl)-3-[1-(4'-fluorobiphenyl-4-yl)cyclopropyl]urea C(C)C1(CN2CCC1CC2)NC(=O)NC2(CC2)C2=CC=C(C=C2)C2=CC=C(C=C2)F